tert-butyl-((3-(15-methoxy-15-methylhexadecyl)-2,4,4-trimethylcyclohex-2-en-1-yl)oxy)dimethylsilane C(C)(C)(C)[Si](C)(C)OC1C(=C(C(CC1)(C)C)CCCCCCCCCCCCCCC(C)(C)OC)C